C(C)(C)C=1C=C(OC2CC3C(CN(C3)C(=O)N3N=C(C=C3)C(=O)O)C2)C=CC1 1-(trans-5-(3-isopropylphenoxy)octahydrocyclopenta[c]pyrrole-2-carbonyl)-1H-pyrazole-3-carboxylic acid